4-(7-((2,6-diethoxy-4'-fluoro-[1,1'-biphenyl]-4-yl)methyl)-2,7-diazaspiro[3.5]nonan-2-yl)-2-methoxybenzoic acid, trifluoroacetate salt FC(C(=O)O)(F)F.C(C)OC1=C(C(=CC(=C1)CN1CCC2(CN(C2)C2=CC(=C(C(=O)O)C=C2)OC)CC1)OCC)C1=CC=C(C=C1)F